methyl 2-((3-((1-(4-chlorophenyl)-2-oxo-2-(6-(trifluoromethoxy) indol-1-yl) ethyl) amino)-5-methoxyphenoxy) methyl)-cyclopropanecarboxylate ClC1=CC=C(C=C1)C(C(N1C=CC2=CC=C(C=C12)OC(F)(F)F)=O)NC=1C=C(OCC2C(C2)C(=O)OC)C=C(C1)OC